C(C)(C)(C)C=1C(=C(C=C(C1)C(C)(C)C)N1N=C2C(=N1)C=CC=C2)O 2-(3,5-di-tert-butyl-2-hydroxyphenyl)-2H-benzotriazole